C(C)(C)(C)OC(COC1=C(C=C(C=C1)C1=CC=C(C=C1)C1=N[C@H](C=2N(C3=C1C(=C(S3)C)C)C(=NN2)C)CC(=O)OC)CO)=O methyl {(6S)-4-[4'-(2-t-butoxy-2-oxoethoxy)-3'-(hydroxymethyl)[1,1'-biphenyl]-4-yl]-2,3,9-trimethyl-6H-thieno[3,2-f][1,2,4]triazolo[4,3-a][1,4]diazepin-6-yl}acetate